methyl 2-chloro-5-methoxy-1-methyl-6-oxo-1,6-dihydropyrimidine-4-carboxylate ClC=1N(C(C(=C(N1)C(=O)OC)OC)=O)C